NC1=NC=CC=C1C1=NC=2C(=NC(=CC2)N2N=CC=C2)N1C=1C=C2CC[C@@H](C2=CC1)N1C(CCCC1)=O (S)-1-(5-(2-(2-aminopyridin-3-yl)-5-(1H-pyrazol-1-yl)-3H-imidazo[4,5-b]pyridin-3-yl)-2,3-dihydro-1H-inden-1-yl)piperidin-2-one